C[C@@]12CC[C@@H](C1(C)C)[C@H]([C@H]2O)O CAMPHANEDIOL